N1CC(C1)C=1C=C(C(=NC1C)CN1CCC(CC1)C(=O)OC)C methyl 1-((5-(azetidin-3-yl)-3,6-dimethylpyridin-2-yl)methyl)-piperidine-4-carboxylate